(2R,3R,4S,5R)-2-(4-amino-5-bromo-7H-pyrrolo[2,3-d]pyrimidin-7-yl)-5-((E)-5-(benzylamino)pent-3-en-1-yl)tetrahydrofuran-3,4-diol NC=1C2=C(N=CN1)N(C=C2Br)[C@@H]2O[C@@H]([C@H]([C@H]2O)O)CC\C=C\CNCC2=CC=CC=C2